[I-].N1=C(N=CC=C1)C1=NC=CC=N1 bipyrimidinyl iodide salt